CC=1N(C(=CC1)C)CC(CO)O 3-(2,5-dimethyl-1H-pyrrol-1-yl)propane-1,2-diol